OC=1C=CC(=NC1)NS(=O)(=O)C1=CC=C(C=C1)C(C)C N-(5-hydroxypyridin-2-yl)-4-(propan-2-yl)benzene-1-sulfonamide